Triallyl-triazinetrione C(C=C)N1N(N(C(C(C1=O)=O)=O)CC=C)CC=C